2,2'-azobis(2-methylpropionamidine) diacrylate C(C=C)(=O)O.C(C=C)(=O)O.N(=NC(C(=N)N)(C)C)C(C(=N)N)(C)C